trans-3-(Hydroxymethyl)-4-(4-methoxyphenyl)-5-methylpiperidine-1-carboxylate OCC1CN(CC(C1C1=CC=C(C=C1)OC)C)C(=O)[O-]